C(C)(C)(C)OC(=O)N1CCC2(CC1)CCN(CC2)C2CCC(CC2)N2N=C1C=C(C(=CC1=C2)N)OC 9-((1s,4s)-4-(5-amino-6-methoxy-2H-indazol-2-yl)cyclohexyl)-3,9-diazaspiro[5.5]undecane-3-carboxylic acid tert-butyl ester